C1(CC1)C=1N=C(OC1C(=O)N1[C@H](C2=C(CC1)NC=N2)C2=NN1C(C(=CC=C1)C)=C2)C2=NC=CC=C2 (R)-(4-cyclopropyl-2-(pyridin-2-yl)oxazol-5-yl)(4-(4-methylpyrazolo[1,5-a]pyridin-2-yl)-1,4,6,7-tetrahydro-5H-imidazo[4,5-c]pyridin-5-yl)methanone